6-(2-hydroxy-3-methoxybenzylamino)-9-β-D-arabinofuranosylpurine OC1=C(CNC2=C3N=CN(C3=NC=N2)[C@H]2[C@@H](O)[C@H](O)[C@H](O2)CO)C=CC=C1OC